3,5-dichloro-4-((1-cyclopropyl-1H-benzo[d]imidazol-6-yl)oxy)aniline ClC=1C=C(N)C=C(C1OC=1C=CC2=C(N(C=N2)C2CC2)C1)Cl